ClN1CC=C(C(=O)O)C=C1Cl 1,6-dichloro-isonicotinic acid